(5R)-7-chloro-2,3,4,5-tetrahydro-1-benzoazepine ClC=1C=CC2=C(CCCCN2)C1